1-(2-fluoro-6-methylbenzoyl)-N-(4-methyl-3-(trifluoromethyl)phenyl)-2-(4-((tetrahydro-2H-pyran-4-yl)amino)phenyl)-1,2,3,4-tetrahydroquinoline-3-carboxamide FC1=C(C(=O)N2C(C(CC3=CC=CC=C23)C(=O)NC2=CC(=C(C=C2)C)C(F)(F)F)C2=CC=C(C=C2)NC2CCOCC2)C(=CC=C1)C